COC=1C=C(C(=NC1)C#N)C#C[Si](C)(C)C 5-methoxy-3-((trimethylsilyl)ethynyl)picolinonitrile